methyl 1-methyl-4,5,6,7-tetrahydroimidazo[4,5-c]pyridine-2-carboxylate hydrochloride salt Cl.CN1C(=NC=2CNCCC21)C(=O)OC